NC=1C(=NC(=C(N1)C1=CC=CC=C1)C1=CC(=NC(=C1)C)C)C(=O)OC methyl 3-amino-6-(2,6-dimethylpyridin-4-yl)-5-phenylpyrazine-2-carboxylate